ClC1=C(C#N)C=C(C=C1)C(=O)N1CC=2C(=NN3C2C(N(CC3)C(C)C3=CC=C(C=C3)S(F)(F)(F)(F)F)=O)C[C@H]1C 2-chloro-5-((3R)-9-(1-(4-(pentafluoro-λ6-sulfaneyl)phenyl)ethyl)-3-methyl-10-oxo-1,2,3,4,7,8,9,10-octahydropyrido[4',3':3,4]pyrazolo[1,5-a]pyrazine-2-carbonyl)benzonitrile